C1(=CC=CC=C1)OP(OC1=CC=CC=C1)OC1=CC=CC=C1 triphenyl-oxyphosphorus